6-methyl-3-(1-methyl-1H-pyrazol-4-yl)-5-((3aR,5s,6aS)-2-(tetrahydro-2H-pyran-4-yl)octahydrocyclopenta[c]pyrrol-5-yl)-1H-indazole CC1=C(C=C2C(=NNC2=C1)C=1C=NN(C1)C)C1C[C@@H]2[C@@H](CN(C2)C2CCOCC2)C1